1-(1'-ethyl-4-methyl-1-phenyl-1h,1'h-[3,4'-bipyrazole]-5-yl)-3-((3s,4r)-4-(3-fluorophenyl)-1-(2-methoxyethyl)pyrrolidin-3-yl)urea C(C)N1N=CC(=C1)C1=NN(C(=C1C)NC(=O)N[C@@H]1CN(C[C@H]1C1=CC(=CC=C1)F)CCOC)C1=CC=CC=C1